NC1CC2C3=C(C1C2)C=CC=C3 2-aminobenzo-bicyclo-[2.2.1]heptane